(R)-3-(3-chlorophenyl)-2-(methylamino)propanoic acid ClC=1C=C(C=CC1)C[C@H](C(=O)O)NC